1-(2-dimethylaminophenyl)propane-1,2,3-triol CN(C1=C(C=CC=C1)C(C(CO)O)O)C